2-butyl-4-chloro-1-[2'-(1H-tetrazol-5-yl)biphenyl-4-ylmethyl]-1H-imidazol C(CCC)C=1N(C=C(N1)Cl)CC1=CC=C(C=C1)C1=C(C=CC=C1)C1=NN=NN1